titanium di-isopropoxy bis(ethylacetoacetate) C(C)CC(CC(=O)OOC(C)C)=O.C(C)CC(CC(=O)OOC(C)C)=O.[Ti]